3-[(6-(2-trimethylsilylethynyl)-2-naphthyl)oxy]-propan-1-ol C[Si](C#CC=1C=C2C=CC(=CC2=CC1)OCCCO)(C)C